ClC1=CC(=NC=C1C(=O)OC)N1CCC2(CC(C2)=O)CC1 Methyl 4-chloro-6-(2-oxo-7-azaspiro[3.5]nonan-7-yl)nicotinate